1-(4-{1-[5-(difluoromethyl)-1,3,4-thiadiazol-2-yl]-6-(3-methyl-3-oxetanylaminosulfonyl)-1H-1,2,3-benzotriazol-4-yl}-1-piperazinyl)-2-methyl-1-propanone FC(C1=NN=C(S1)N1N=NC2=C1C=C(C=C2N2CCN(CC2)C(C(C)C)=O)S(=O)(=O)NC2(COC2)C)F